C1C[C@@H]2[C@@H](C2COC(=O)OC3=CC=C(C=C3)[N+](=O)[O-])CCC#C1 ((1R,8S,9r)-bicyclo[6.1.0]non-4-yn-9-yl)methyl 4-nitrophenyl carbonate